COC1C(CCCC1)O 2-methoxycyclohexan-1-ol